rac-N-(2,3-dihydroxypropyl)-5-((5-(4-(trifluoromethyl)phenyl)oxazol-2-yl)amino)pyridine O[C@H](CN1CC=CC(=C1)NC=1OC(=CN1)C1=CC=C(C=C1)C(F)(F)F)CO |r|